10-(10-cyclohexyldecyl)-N,8,8-trimethyl-N-(prop-2-yn-1-yl)-7,9,11-trioxa-8-silaheptacosan-1-amine C1(CCCCC1)CCCCCCCCCCC(O[Si](OCCCCCCN(CC#C)C)(C)C)OCCCCCCCCCCCCCCCC